cumyl-amine C(C)(C)(C1=CC=CC=C1)N